(S)-1-cyclopentyl-1,2,3,6-tetrahydropyridin-3-yl pivalate C(C(C)(C)C)(=O)O[C@@H]1CN(CC=C1)C1CCCC1